methyl-4-acetoxy-2,5-dimethyl-3(2H)-furanone CC1(OC(=C(C1=O)OC(C)=O)C)C